ClCCN1CCC2(CC(N2)=O)CC1 7-(2-chloroethyl)-1,7-diazaspiro[3.5]Nonan-2-one